3-ethoxy-3,7-dimethylocta-1,6-diene C(C)OC(C=C)(CCC=C(C)C)C